ClC1=C(C=CC(=C1)Cl)[C@@H](C)NC1=CC(=NC=2N1N=CN2)N2CCC(CC2)[C@@H]2CN(CCC2)CCS(=O)(=O)N 2-((R)-1'-(7-(((R)-1-(2,4-dichlorophenyl)ethyl)amino)-[1,2,4]triazolo[1,5-a]pyrimidin-5-yl)-[3,4'-bipiperidin]-1-yl)ethane-1-sulfonamide